(4-(difluoromethoxy)phenyl)hydrazine hydrochloride Cl.FC(OC1=CC=C(C=C1)NN)F